O(C(=O)C)CC=C(C=O)C 4-Acetoxyl-2-methyl-2-butene-1-aldehyde